1-(3,4-Dimethoxyphenyl)-3-methylbutan-1-one COC=1C=C(C=CC1OC)C(CC(C)C)=O